CN1C(N(C2=C1C=CC(=C2)NC2=CC=C(C=C2)C(C)(C)CC)C)=O 1,3-dimethyl-5-((4-(tert-pentyl)phenyl)amino)-1,3-dihydro-2H-benzo[d]imidazol-2-one